6,7-DIHYDRO-4H-PYRAZOLO[1,5-A]PYRAZINE-5-CARBOXAMIDE N1=CC=C2N1CCN(C2)C(=O)N